N-((2-Methyl-5-(4-((4-methylpiperazin-1-yl)methyl)benzyloxy)phenyl)carbamothioyl)acetamide CC1=C(C=C(C=C1)OCC1=CC=C(C=C1)CN1CCN(CC1)C)NC(=S)NC(C)=O